N=1C(=CN2C1N=CC=C2)C2=CC1=C(OCCN1C(C)=O)C=C2 1-(6-(imidazo[1,2-a]pyrimidin-2-yl)-2,3-dihydro-4H-benzo[b][1,4]oxazin-4-yl)ethan-1-one